4-propylpyridine C(CC)C1=CC=NC=C1